OC(C)C=1C=C(C=C(C1)C(F)(F)F)NC1=NC=C(C(=N1)NN1C(OC2=C1C=CC=C2)=O)C (2-(3-(1-hydroxyethyl)-5-(trifluoromethyl)phenylamino)-5-methylpyrimidin-4-ylamino)benzo[d]oxazol-2(3H)-one